ClC=1C=C(C=CC1)N(S(=O)(=O)C1CCN(CC1)C1CN(C1)C(=O)OC(C)(C)C)CC1=CC=C(C=C1)C=1OC(=NN1)C(F)F tert-butyl 3-(4-(N-(3-chlorophenyl)-N-(4-(5-(difluoromethyl)-1,3,4-oxadiazol-2-yl)benzyl)sulfamoyl)piperidin-1-yl)azetidine-1-carboxylate